C(C=C)(=O)OC1=C(C(=O)OC2=CC=CC=C2)C=CC=C1C phenyl 2-acryloxy-3-methylbenzoate